Cl.ClC=1C=C(C(=C(C1)C1=NC=NN2C1=CC(=C2)CN2C(N(C=CC2=O)C2CC2)=O)CC2CNC[C@@H](O2)C)C 3-((4-(5-chloro-3-methyl-2-(((6S)-6-methylmorpholin-2-yl)methyl)phenyl)pyrrolo[2,1-f][1,2,4]triazin-6-yl)methyl)-1-cyclopropylpyrimidine-2,4(1H,3H)-dione hydrochloride